dioleyl-adipic acid amide C(CCCCCCC\C=C/CCCCCCCC)C(C(=O)N)(CCCC(=O)O)CCCCCCCC\C=C/CCCCCCCC